trimethoxysilylpropyldimethylthiocarbamoyltetrasulfide CO[Si](OC)(OC)CCCCN(C(=S)SSSSC(N(C)CCCC[Si](OC)(OC)OC)=S)C